8-bromo-4,4-dimethyl-6-(4-methyl-6-oxo-1,4,5,6-tetrahydropyridazin-3-yl)-3,4-dihydroquinolin-2(1H)-one BrC=1C=C(C=C2C(CC(NC12)=O)(C)C)C1=NNC(CC1C)=O